C12(CC(C1)C2)C(=O)N2C(CCCC2)C=2NC=C(N2)C2=CC=CC=C2 Bicyclo[1.1.1]pent-1-yl-(2-(4-phenyl-1H-imidazol-2-yl)piperidin-1-yl)methanone